OC1=C(C(=O)O)C=CC(=C1)CNC(=O)[C@@H]1N(CCC1)CC=1C=C(C=CC1)C1=C(C=C(C=C1)S(N)(=O)=O)C (R)-2-hydroxy-4-((1-((2'-methyl-4'-sulfamoyl-[1,1'-biphenyl]-3-yl)methyl)pyrrolidine-2-carboxamido)methyl)benzoic acid